BrC1=C(C=C(C(=C1)OCCBr)[N+](=O)[O-])C(F)F bromo-5-(2-bromo-ethoxy)-2-difluoromethyl-4-nitrobenzene